CC(C(=O)O)(CCC(C)(C)C)NCC1=CC=2CCCCC2C=C1 2,5,5-trimethyl-2-{[(5,6,7,8-tetrahydro-2-naphthyl)methyl]amino}hexanoic acid